2-[(cyclopropyl-methyl)amino]-5-[5-(1H-indazol-5-yl)-1,3,4-oxadiazol-2-yl]benzonitrile C1(CC1)CNC1=C(C#N)C=C(C=C1)C=1OC(=NN1)C=1C=C2C=NNC2=CC1